COCC1OC2=C(OC1)C=CC(=C2)C(=O)O 3-(methoxymethyl)-2,3-dihydrobenzo[b][1,4]dioxine-6-carboxylic acid